tert-Butyl 6-((cyclopropylmethyl)sulfonyl)-1-((4-(1,1,1,3,3,3-hexafluoro-2-hydroxypropan-2-yl)phenyl)carbamoyl)-3,4-dihydroisoquinoline-2(1H)-carboxylate C1(CC1)CS(=O)(=O)C=1C=C2CCN(C(C2=CC1)C(NC1=CC=C(C=C1)C(C(F)(F)F)(C(F)(F)F)O)=O)C(=O)OC(C)(C)C